2-(1-(3-chlorophenyl)ethyl)-10H-phenothiazine ClC=1C=C(C=CC1)C(C)C1=CC=2NC3=CC=CC=C3SC2C=C1